N-(2-methyl-3-nitrophenyl)isoindoline CC1=C(C=CC=C1[N+](=O)[O-])N1CC2=CC=CC=C2C1